N-(5-((6-((R)-3-(2,5-difluorophenyl)isoxazolidine-2-yl)pyrimidine-4-yl)amino)-4-methoxy-2-((S)-3-morpholinopyrrolidine-1-yl)phenyl)acrylamide FC1=C(C=C(C=C1)F)[C@@H]1N(OCC1)C1=CC(=NC=N1)NC=1C(=CC(=C(C1)NC(C=C)=O)N1C[C@H](CC1)N1CCOCC1)OC